((1R,3R)-3-(2-(3-amino-1H-pyrazol-5-yl)-3-fluoro-5-methylphenoxy)cyclopentyl)carbamic acid tert-butyl ester C(C)(C)(C)OC(N[C@H]1C[C@@H](CC1)OC1=C(C(=CC(=C1)C)F)C1=CC(=NN1)N)=O